4-(5-((4-methoxyphenyl)amino)pyridin-3-yl)2-hydroxybenzoic acid COC1=CC=C(C=C1)NC=1C=C(C=NC1)C1=CC(=C(C(=O)O)C=C1)O